4-ethyl-1H-1,2,4-triazol-5(4H)-one C(C)N1C=NNC1=O